(1R,3S,5S)-8-[5-(5-fluoro-2-methoxypyridin-4-yl)-1H-pyrazole-3-carbonyl]-N-[1-oxaspiro[3.5]non-7-yl]-8-azabicyclo[3.2.1]octane-3-carboxamide FC=1C(=CC(=NC1)OC)C1=CC(=NN1)C(=O)N1[C@H]2CC(C[C@@H]1CC2)C(=O)NC2CCC1(CCO1)CC2